tert-butyl (R)-(2-(5-(1-((6-bromo-4-methoxyphthalazin-1-yl)amino)ethyl)thiophen-3-yl)benzyl)(methyl)carbamate BrC=1C=C2C(=NN=C(C2=CC1)N[C@H](C)C1=CC(=CS1)C1=C(CN(C(OC(C)(C)C)=O)C)C=CC=C1)OC